C12(CC3CC(CC(C1)C3)C2)CN2N=CC(=C2C)C2=C(C3=C(N=N2)N(C=C3)C=3C=NC(=C(C3)F)NC3=NC=CC=C3)C(=O)O 3-(1-(adamantan-1-ylmethyl)-5-methyl-1H-pyrazol-4-yl)-7-(5-fluoro-6-(pyridin-2-ylamino)pyridin-3-yl)-7H-pyrrolo[2,3-c]pyridazine-4-carboxylic acid